COC=1C=C(C=C(C1OC)OC)C1CC(NC=2N=CNC(C21)=O)=O 5-(3,4,5-trimethoxyphenyl)-5,6-dihydropyrido[2,3-d]pyrimidine-4,7(3H,8H)-dione